BrC(/C(=C(\C)/F)/F)(F)F Z-1-bromo-1,1,2,3-tetrafluorobut-2-ene